N[C@H]1CN(C[C@@H](C1)F)C(=O)C1=CC2=C(N(C(=N2)C=2N(C3=CC(=CC=C3C2)C=2C(=C(C=CC2)O)C)CC2CC2)C)C(=C1)OC 3-(2-{5-[(3R,5R)-3-amino-5-fluoropiperidine-1-carbonyl]-7-methoxy-1-methyl-1H-1,3-benzodiazol-2-yl}-1-(cyclopropylmethyl)-1H-indol-6-yl)-2-methylphenol